C(N)(=O)[C@H](C[C@H]1C(NCC1)=O)NC(=O)[C@@H]1[C@H]2[C@H]3[C@@H]4C[C@@H]4[C@@H]([C@H]2CN1C(=O)OC(C)(C)C)C3 tert-butyl (1R,2S,3S,6R,7S,8S,10R)-3-{[(1S)-1-carbamoyl-2-[(3S)-2-oxopyrrolidin-3-yl] ethyl] carbamoyl}-4-azatetracyclo[5.3.1.0{2,6}.0{8,10}]undecane-4-carboxylate